F/C(=C/[C@H](C[C@@H]1C(NCC1)=O)NC(=O)[C@H]1N(C[C@@H]2[C@H]1CCC2)C(=O)C2(C1=CC=CC=C1C=1C=CC=CC21)O)/S(=O)(=O)C (1S,3aS,6aR)-N-((S,Z)-4-fluoro-4-(methylsulfonyl)-1-((R)-2-oxopyrrolidin-3-yl)but-3-en-2-yl)-2-(9-hydroxy-9H-fluorene-9-carbonyl)octahydrocyclopenta[c]pyrrole-1-carboxamide